2,7-diaza-9-fluorenone C1=NC=CC=2C3=CC=NC=C3C(C12)=O